C(C1=CC=CC=C1)[C@](C(=O)OCCC1=C(C=CC=C1)NC1=CC=C(C=C1)C)(CCCCO)NC(=O)OCC1=CC=CC=C1 2-(2-(p-toluylamino)phenyl)ethane-1-ol benzyl-(S)-2-(((benzyloxy)carbonyl)amino)-6-hydroxycaproate